N-(7-hydroxynaphthalen-1-yl)acetamide OC1=CC=C2C=CC=C(C2=C1)NC(C)=O